ClC1=C2C(=C(N=N1)Cl)N(N=C2)C 4,7-dichloro-1-methyl-1H-pyrazolo[3,4-d]pyridazine